[Si](C)(C)(C(C)(C)C)OCC1CCN(CC1)N1C(=NC=2C1=C1C(=NC2)N(C=C1)S(=O)(=O)C1=CC=C(C)C=C1)N 1-(4-(((tert-butyldimethylsilyl)oxy)methyl)piperidine-1-yl)-6-p-toluenesulfonyl-1,6-dihydroimidazo[4,5-d]pyrrolo[2,3-b]pyridin-2-amine